methylene-6-((5-isopropyl-1-(3-morpholinyl)-2-methylpropylimidazole-4-yl)methylene)piperazine-2,5-dione C=C1C(NC(C(N1)=O)=CC=1N=C(NC1C(C)C)C(C(C)C)C1NCCOC1)=O